C1=CC=C(C=C1)CC2=NC=CC3=CC=CC=C32 BENZYLISOQUINOLINE